3-(pyrimidin-5-yl)propionic acid methyl ester COC(CCC=1C=NC=NC1)=O